2-bromo-6-(4-(2-bromophenyl)-4H-1,2,4-triazol-3-yl)pyridine 2-(2-(benzyloxy)-3-(1-cyclopropylethyl)phenyl)propanoate C(C1=CC=CC=C1)OC1=C(C=CC=C1C(C)C1CC1)C(C(=O)O)C.BrC1=NC(=CC=C1)C1=NN=CN1C1=C(C=CC=C1)Br